(3-amino-6-methylisoxazolo[5,4-b]pyridin-4-yl)methanol NC1=NOC2=NC(=CC(=C21)CO)C